1-(4-((4-((2-fluoro-4-((2-((4aR,7aS)-hexahydro-6H-[1,4]dioxino[2,3-c]pyrrol-6-yl)pyrimidin-4-yl)oxy)phenyl)amino)-7-methoxyquinazolin-6-yl)amino)piperidin-1-yl)prop-2-en-1-one FC1=C(C=CC(=C1)OC1=NC(=NC=C1)N1C[C@H]2[C@@H](C1)OCCO2)NC2=NC=NC1=CC(=C(C=C21)NC2CCN(CC2)C(C=C)=O)OC